OCCCCN1CCC2(CCN(CC2)C(CC(=O)OCCC(CCCCC)CCCCC)CC(=O)OCCC(CCCCC)CCCCC)CC1 bis(3-pentyloctyl) 3-(9-(4-hydroxybutyl)-3,9-diazaspiro[5.5]undecan-3-yl)pentanedioate